(2R,3R,4S,5S)-2-(acetoxymethyl)-6-(2-azidoethoxy)tetrahydro-2H-pyran-3,4,5-triyl triacetate C(C)(=O)O[C@@H]1[C@H](OC([C@H]([C@H]1OC(C)=O)OC(C)=O)OCCN=[N+]=[N-])COC(C)=O